[Br-].[Br-].C(CCCN1C=[N+](C=C1)CCCCBr)N1C=[N+](C=C1)CCCCBr (butane-1,4-diyl)bis(3-(4-bromobutyl)-1H-imidazol-3-ium) dibromide